CC1(CC(=O)N1)C β,β-dimethyl-propiolactam